tert-butyl-3-[4-(2,3-dichloro-6-methoxyphenyl)-2-oxopyrimidin-1-yl]pyrrolidine-1-carboxylate C(C)(C)(C)OC(=O)N1CC(CC1)N1C(N=C(C=C1)C1=C(C(=CC=C1OC)Cl)Cl)=O